3-bromo-2-methyl-6-methylsulfonyl-α-chlorobenzaldoxime BrC=1C(=C(C(=NO)Cl)C(=CC1)S(=O)(=O)C)C